2-fluoro-5-methyl-3-(4-piperazin-1-yl-5,6,7,8-tetrahydroquinazolin-7-yl)-4-(trifluoromethyl)aniline FC1=C(N)C=C(C(=C1C1CCC=2C(=NC=NC2C1)N1CCNCC1)C(F)(F)F)C